BrC1CC(C2=CC=CC=C12)Br 1,3-dibromoindane